C(CN(C([O-])=O)[Si](C)(C)C)N(C(OC1OC(C(=C1O)O)=O)=O)[Si](C)(C)C (3,4-dihydroxy-5-oxo-2,5-dihydrofuran-2-yl) ethane-1,2-diylbis((trimethylsilyl) carbamate)